NC=1SC2=C(N1)C(=CC=C2)C2=C(C=C1C(=NC(=NC1=C2F)OC[C@H]2N(CCC2)C)N2CCC(CCC2)NS(=O)(=O)C)Cl N-(1-(7-(2-aminobenzo[d]-thiazol-4-yl)-6-chloro-8-fluoro-2-(((S)-1-methyl-pyrrolidin-2-yl)methoxy)-quinazolin-4-yl)azepan-4-yl)methanesulfonamide